C1(CC1)[C@@H](NC(=O)[C@@H]1N([C@@H]2C[C@@H]2C1)C(=O)C1=CC(=NC=C1)C(F)(F)F)C1=C(C=C(C=C1)C(F)(F)F)F (1R,3R,5R)-N-((R)-cyclopropyl(2-fluoro-4-(trifluoromethyl)phenyl)methyl)-2-((2-(trifluoromethyl)-4-pyridinyl)carbonyl)-2-azabicyclo[3.1.0]hexane-3-carboxamide